FC1=C(COC2=CC=CC(=N2)C2CCN(CC2)CC2=NC3=C(N2C[C@H]2OCC2)C=C(C=C3)C(=O)OC)C=CC(=C1)C(NC)=O methyl (S)-2-((4-(6-((2-fluoro-4-(methylcarbamoyl)benzyl)oxy)pyridin-2-yl)piperidin-1-yl)methyl)-1-(oxetan-2-yl methyl)-1H-benzo[d]imidazole-6-carboxylate